(R)-N-ethyl-5-fluoro-N-isopropyl-2-((4-((pyrrolidin-3-ylmethyl)amino)pyrimidin-5-yl)oxy)benzamide C(C)N(C(C1=C(C=CC(=C1)F)OC=1C(=NC=NC1)NC[C@H]1CNCC1)=O)C(C)C